ClC=1C(=C(C(=CC1)N1N=CN=N1)C=CC(=O)NC(C(=O)N(C)C1=CC=C(C(=O)O)C=C1)C1=CC=CC=C1)F 4-(2-(3-(3-chloro-2-fluoro-6-(2H-tetrazol-2-yl)phenyl)acrylamido)-N-methyl-2-phenylacetylamino)benzoic acid